(R)-5-cyano-N-methyl-N-(2,2,2-trifluoro-1-(4-(trifluoromethoxy)phenyl)ethyl)pyridine-3-sulfonamide C(#N)C=1C=C(C=NC1)S(=O)(=O)N([C@@H](C(F)(F)F)C1=CC=C(C=C1)OC(F)(F)F)C